N-[(3S)-9-Fluoro-2-oxo-5-phenyl-1,3-dihydro-1,4-benzodiazepin-3-yl]-2-(2-fluorophenyl)-6-(1-methylazetidin-3-yl)oxyimidazo[1,2-b]pyridazine-3-carboxamide FC1=CC=CC=2C(=N[C@@H](C(NC21)=O)NC(=O)C2=C(N=C1N2N=C(C=C1)OC1CN(C1)C)C1=C(C=CC=C1)F)C1=CC=CC=C1